3-Chloro-11-((4-hydroxybutyl)amino)-6-methyl-6,11-dihydrodibenzo[c,f][1,2]thiazepine 5,5-dioxide ClC1=CC2=C(C(C3=C(N(S2(=O)=O)C)C=CC=C3)NCCCCO)C=C1